C1(=CC=CC=C1)C=1N=C(N(C1)COCC[Si](C)(C)C)C1COC2=CC=C(C=C2C1)OC1=CC(=NC=C1)CC(=O)N [4-[3-[4-phenyl-1-(2-trimethylsilylethoxymethyl)imidazol-2-yl]chroman-6-yl]oxy-2-pyridinyl]acetamide